nickel-iron water O.[Fe].[Ni]